(2-Ethyl-6-iodo-imidazo[1,2-a]pyridin-3-yl)-[4-(4-fluoro-phenyl)-thiazol-2-yl]-methyl-amine C(C)C=1N=C2N(C=C(C=C2)I)C1N(C)C=1SC=C(N1)C1=CC=C(C=C1)F